1,3-Benzodioxol-5-carboxaldehyd O1COC2=C1C=CC(=C2)C=O